O1[C@@H](COCC1)COC=1C(=C2N(CCC3=CC(=CC=C23)OCC2=NC=CC=C2)C(C1)=O)CC 2-((S)-1-[1,4]dioxan-2-ylmethoxy)-1-ethyl-9-(pyridin-2-ylmethoxy)-6,7-dihydro-pyrido[2,1-a]isoquinolin-4-one